N1(CCNCC1)CN1C=CC2=CC=CC=C12 (piperazin-1-ylmethyl)-1H-indole